CC1N(CCOC1)C1=NC=C(C=C1)C1=NC2=CC=CC=C2C(=N1)C 3-methyl-4-(5-(4-methylquinazolin-2-yl)pyridin-2-yl)morpholine